calcium oxalate salt C(C(=O)[O-])(=O)[O-].[Ca+2]